propylEthyl acrylate C(C=C)(=O)OC(C)CCC